ClC=1C(=CC(=C(C(=O)OC)C1)O)F methyl 5-chloro-4-fluoro-2-hydroxybenzoate